ethyl (E)-3-(3-hydroxypropylamino)-2-(2,3,4,5-tetrafluorobenzoyl)prop-2-enoate OCCCN/C=C(/C(=O)OCC)\C(C1=C(C(=C(C(=C1)F)F)F)F)=O